2-(t-butoxycarbonyl)-2-methyl-3,4-dihydro-2H-pyrrole 1-oxide C(C)(C)(C)OC(=O)C1([N+](=CCC1)[O-])C